S1C2=C(C=C1)C(=CC=C2)N2CCN(CC2)CCCCOC2CN1C(CCC3=CC=CC2=C13)=O (4-(4-(benzo[b]thiophen-4-yl)piperazin-1-yl)butoxy)-5,6-dihydro-1H-pyrrolo[3,2,1-ij]quinolin-4(2H)-one